tert-butyl 2-(2-methyl-6-(trifluoromethyl)pyridin-4-yl)-2,6-diazaspiro[3.4]octane-6-carboxylate CC1=NC(=CC(=C1)N1CC2(C1)CN(CC2)C(=O)OC(C)(C)C)C(F)(F)F